(6R)-6-(1-(8-azabicyclo[3.2.1]oct-3-yl)piperidin-4-yl)-2-(3,4-dimethoxyphenyl)-5,6,7,8-tetrahydroimidazo[1,2-a]pyridine dihydrochloride Cl.Cl.C12CC(CC(CC1)N2)N2CCC(CC2)[C@H]2CCC=1N(C2)C=C(N1)C1=CC(=C(C=C1)OC)OC